N-Methyl-1-((6-morpholinopyridin-3-yl)sulfonyl)-N-phenethylpiperidin-4-amine CN(C1CCN(CC1)S(=O)(=O)C=1C=NC(=CC1)N1CCOCC1)CCC1=CC=CC=C1